B(F)(F)F trifluoroboric acid